6-[4-[2-[(1-acetyl-4-piperidyl)oxy]ethoxy]phenoxy]-1-methyl-indazole-5-carboxamide C(C)(=O)N1CCC(CC1)OCCOC1=CC=C(OC2=C(C=C3C=NN(C3=C2)C)C(=O)N)C=C1